F[C@@H]1C[C@H](N(C1)C(C(C)(C)O)=O)C(=O)N[C@@H](C1=CC=CC=C1)C1=CC(=C(C=C1)C(C)C)F (2S,4R)-4-fluoro-N-[(S)-[3-fluoro-4-(propan-2-yl)phenyl](phenyl)methyl]-1-(2-hydroxy-2-methylpropanoyl)pyrrolidine-2-carboxamide